C(CCCCCCCC)OCC(C)O propylene glycol mono-nonyl ether